1,1,1,3,3,3-hexafluoropropan-2-yl (S)-1-(((tetrahydro-2H-pyran-4-yl)methyl)carbamoyl)-6-azaspiro[2.5]octane-6-carboxylate O1CCC(CC1)CNC(=O)[C@H]1CC12CCN(CC2)C(=O)OC(C(F)(F)F)C(F)(F)F